FC1=CC(=C(C=C1)C1=NC=CC2=C1CN(C2=O)C2=CC=C(C=C2)CC#N)OCC(F)(F)F (4-{4-[4-fluoro-2-(2,2,2-trifluoroethoxy)phenyl]-1-oxo-1,3-dihydro-2H-pyrrolo[3,4-c]pyridin-2-yl}phenyl)acetonitrile